ClC=1C=C(C(=O)N2CS(C3=C2C=CC=C3)(=O)=O)C=C(C1OC)Cl N-(3,5-dichloro-4-methoxybenzoyl)-1,1-dioxo-2,3-dihydro-1,3-benzothiazole